CN1C(N(C(C=2N3C(=NC12)S(CC3)(=O)=O)=O)C)=O 1,3-dimethyl-6,7-dihydrothiazolo[2,3-f]purine-2,4(1H,3H)-dione 8,8-dioxide